6-bromopyrazolo[5,1-f][1,2,4]triazin-4(3H)-one BrC1=NN2N=CNC(C2=C1)=O